5-(2-Hydroxyethoxy)-2-methyl-N-(1-(naphthalen-1-yl)cyclopropyl)benzamide OCCOC=1C=CC(=C(C(=O)NC2(CC2)C2=CC=CC3=CC=CC=C23)C1)C